4-(5-((6-chloro-1H-indol-3-yl)thio)-2-methoxyphenyl)piperazine ClC1=CC=C2C(=CNC2=C1)SC=1C=CC(=C(C1)N1CCNCC1)OC